(19R)-3-ethyl-16-fluoro-10,19-dimethyl-4,20-dioxa-5,10,11,23-tetraazapentacyclo[19.3.1.02,6.08,12.013,18]pentacosa-1(24),2,5,8,11,13,15,17,21(25),22-decaen-22-amine C(C)C1=C2C3=CN=C(C(O[C@@H](C4=CC(=CC=C4C4=NN(C=C4CC2=NO1)C)F)C)=C3)N